C(C(C)C)(=O)N1C2(CNC2=O)CCC12C(NC2)=O 5-isobutyryl-2,5,8-triazadispiro[3.1.36.24]undecane-1,7-dione